C(C)(C)N=NNC(C)C 1,3-diisopropyltriazene